3-(pyrrolidin-1-yl)-5-(1H-1,2,4-triazole-3-yl)pyridine N1(CCCC1)C=1C=NC=C(C1)C1=NNC=N1